C1=C2C3=CC=4N=CSC4C=C3CCC2=CC=C1 5,6-dihydrophenanthro[3,2-d]thiazole